biphenyl-4-yl-(4'-carbazol-9-yl-biphenyl-4-yl)-amine C1(=CC=C(C=C1)NC1=CC=C(C=C1)C1=CC=C(C=C1)N1C2=CC=CC=C2C=2C=CC=CC12)C1=CC=CC=C1